tetra-biphenylylbenzidine C1(=C(C=CC=C1)N(C1=CC=C(C2=CC=C(N(C3=C(C=CC=C3)C3=CC=CC=C3)C3=C(C=CC=C3)C3=CC=CC=C3)C=C2)C=C1)C1=C(C=CC=C1)C1=CC=CC=C1)C1=CC=CC=C1